N-((2,4-diisopropyl-6-(trifluoromethyl)pyridin-3-yl)carbamoyl)-6-(dimethylamino)-6,7-dihydro-5H-pyrazolo[5,1-b][1,3]oxazine-3-sulfonamide C(C)(C)C1=NC(=CC(=C1NC(=O)NS(=O)(=O)C=1C=NN2C1OCC(C2)N(C)C)C(C)C)C(F)(F)F